ClC1=NC(=CN=C1)C1=CCCC1 2-chloro-6-(cyclopenten-1-yl)pyrazine